5-(((1R,4R)-5-(2,3-dichlorophenyl)-2,5-diazabicyclo[2.2.1]heptane-2-yl)methyl)-2-(2,4-dioxotetrahydropyrimidine-1(2H)-yl)isoindoline-1,3-dione ClC1=C(C=CC=C1Cl)N1[C@H]2CN([C@@H](C1)C2)CC=2C=C1C(N(C(C1=CC2)=O)N2C(NC(CC2)=O)=O)=O